ClC1=CC=C(C=C1)C1=NN=C(O1)C(=O)OC methyl 5-(4-chlorophenyl)-1,3,4-oxadiazole-2-carboxylate